BrC1=NC(=C(C=C1)Br)C 2,5-dibromo-6-methyl-pyridine